3-(3-diethylamino-propionyl)-5-methyl-7-hydroxycoumarin hydrochloride Cl.C(C)N(CCC(=O)C=1C(OC2=CC(=CC(=C2C1)C)O)=O)CC